ClC1=C(C=CC=C1)N1C=2N(C3=C(C1=O)C=NC(=N3)NC3=CC=C(C=C3)N3CC(CCC3)C(=O)N(CC)CC)C=CN2 1-(4-{[6-(2-chlorophenyl)-5-oxo-5,6-dihydroimidazo[1,2-a]pyrimido[5,4-e]pyrimidin-2-yl]amino}phenyl)-N,N-diethylpiperidine-3-carboxamide